C1(CCC1)C[C@H](C(=O)N1CC2(CCCC2)[C@@](CC1)(O)CN1C(C=C(C(=C1)C(=O)N1CCNCC1)C1=C(C=CC=C1)F)=O)C 1-(((R)-7-((R)-3-cyclobutyl-2-methylpropanoyl)-10-hydroxy-7-azaspiro[4.5]decan-10-yl)methyl)-4-(2-fluorophenyl)-5-(piperazine-1-carbonyl)pyridin-2(1H)-one